O=N[C@@H](CCCC)C(=O)O keto-norleucine